1-nonyl-3-methylpyrrolidinium fluoride salt [F-].C(CCCCCCCC)[NH+]1CC(CC1)C